(R)-2-amino-5-(4-(2-hydroxy-2-(1-methyl-1H-indazol-7-yl)acetamido)-2-methylphenyl)-N-isopropylnicotinamide NC1=C(C(=O)NC(C)C)C=C(C=N1)C1=C(C=C(C=C1)NC([C@@H](C=1C=CC=C2C=NN(C12)C)O)=O)C